C(C)C=1NC(NC(C1N1CC2CCN(CC12)C(=O)OC(C)(C)C)=O)=N tert-butyl 8-(4-ethyl-2-imino-6-oxo-1,3-dihydropyrimidin-5-yl)-3,8-diazabicyclo[4.2.0]octane-3-carboxylate